4-((3-(((tert-butoxycarbonyl)amino)methyl)piperidin-1-yl)sulfonyl)benzoic acid C(C)(C)(C)OC(=O)NCC1CN(CCC1)S(=O)(=O)C1=CC=C(C(=O)O)C=C1